dimethyl (5'-methyl-4-(2-methyloctan-2-yl)-1',2',3',4'-tetrahydro-[1,1'-biphenyl]-2,6-diyl) bis(phenylphosphonate) C1(=CC=CC=C1)P(OC)(OC1=C(C(=CC(=C1)C(C)(CCCCCC)C)OP(OC)(=O)C1=CC=CC=C1)C1CCCC(=C1)C)=O